normal octacosane CCCCCCCCCCCCCCCCCCCCCCCCCCCC